(R)-4-((3-aminopiperidin-1-yl)methyl)-N-(4-(4-(3,6-dihydro-2H-pyran-4-yl)-7H-pyrrolo[2,3-d]pyrimidin-6-yl)phenyl)picolinamide N[C@H]1CN(CCC1)CC1=CC(=NC=C1)C(=O)NC1=CC=C(C=C1)C1=CC2=C(N=CN=C2C=2CCOCC2)N1